ClC1=NC=C(C(=C1)N1CC(C1)CC(=O)O)OC [1-(2-Chloro-5-methoxy-pyridin-4-yl)-azetidin-3-yl]-acetic acid